FC1=C(CN2C(C=3C=CC=NC3C(=C2)C(=O)N[C@@H]2[C@H](COCC2)O)=O)C(=CC(=C1)C=1C=NC(=CC1)C)F 6-(2,6-difluoro-4-(6-methylpyridin-3-yl)benzyl)-N-((3R,4S)-3-hydroxytetrahydro-2H-pyran-4-yl)-5-oxo-5,6-dihydro-1,6-naphthyridine-8-carboxamide